N-(2-(benzylamino)-1-(4-chlorophenyl)-2-oxoethyl)-N-butyl-4-(pyridin-1-yl)butanamide C(C1=CC=CC=C1)NC(C(C1=CC=C(C=C1)Cl)N(C(CCCN1CC=CC=C1)=O)CCCC)=O